C(=O)(OCC1=CC=CC=C1)[C@](N)(CCCCN)C(=O)O α-CBZ-Lysine